C(CC)C1CC(CC(C1)CCC)CCC 1,3,5-Tripropylcyclohexan